C(#N)C1=CC(=C(COC2=CC=CC(=N2)C23CCN(CC3C2)CC2=NC3=C(N2C[C@H]2OCC2)C=C(C=C3OC(F)(F)F)C(=O)O)C=C1)OC 2-((6-(6-((4-cyano-2-methoxybenzyl)oxy)pyridin-2-yl)-3-azabicyclo[4.1.0]heptan-3-yl)methyl)-1-(((S)-oxetan-2-yl)methyl)-4-(trifluoromethoxy)-1H-benzo[d]imidazole-6-carboxylic acid